NC1=NC=C(C=N1)C=1C=CC(=C(C1)S(=O)(=O)NC=1C=NC=2CCNC(C2C1)=O)OC 5-(2-aminopyrimidin-5-yl)-2-methoxy-N-(5-oxo-5,6,7,8-tetrahydro-1,6-naphthyridin-3-yl)benzenesulfonamide